(R)-N'-((2,2-difluoro-1,2,3,5,6,7-hexahydro-s-indacen-4-yl)carbamoyl)-2,2-dimethyl-2,3-dihydropyrazolo[5,1-b]oxazole-7-sulfonimidamide FC1(CC2=CC=3CCCC3C(=C2C1)NC(=O)N=[S@](=O)(N)C=1C=NN2C1OC(C2)(C)C)F